C1(=CC=CC=C1)[C@H]([C@H]1CNC2=C(N1)N=CC=C2)NC[C@@H](C)C=2C=C(C=CC2)CC2(CC2)C(=O)O ({3-[(2S)-1-{[(R)-phenyl((3R)-1H,2H,3H,4H-pyrido[2,3-b]pyrazin-3-yl)methyl]amino}propan-2-yl]phenyl}methyl)cyclopropane-1-carboxylic acid